C(C)(C)C1(C=C(CC1)C(C)=O)C 1-(3-isopropyl-3-methyl-cyclopent-1-en-1-yl)ethan-1-one